N1-(1H-pyrrolo[3,2-b]pyridin-3-yl)-N2-(2-(trifluoromethyl)benzyl)oxalamide N1C=C(C2=NC=CC=C21)NC(C(=O)NCC2=C(C=CC=C2)C(F)(F)F)=O